C1(CCCC1)P(CCP(C1CCCC1)C1CCCC1)C1CCCC1 1,2-bis(dicyclopentylphosphaneyl)ethane